ClC1=NC(=NC(=N1)Cl)NCC1CCOCC1 4,6-dichloro-N-((tetrahydro-2H-pyran-4-yl)methyl)-1,3,5-triazin-2-amine